Methyl 3-oxobutanoate O=C(CC(=O)OC)C